NCCC=1C=C(N)C=C(C1)OC 3-(2-aminoethyl)-5-methoxyaniline